C(C)(C)(C)[Si]1(O[C@@H]2[C@@H](O1)OC[C@H]2OC)C(C)(C)C (3aR,5R,6R,6aS)-2,2-di-tert-butyl-6-methoxytetrahydrofuro[2,3-d][1,3,2]dioxasilol